C1(CC1)N1N=CC(=C1)C1=NN2C(=NC3=C(C=CC=C3C2=N1)C#N)N[C@H]1C(NCCCC1)=O 2-(1-Cyclopropyl-1H-pyrazol-4-yl)-5-{[(3R)-2-oxoazepan-3-yl]amino}[1,2,4]triazolo[1,5-c]quinazoline-7-carbonitrile